di(methyl)iso-propyl(ethoxy)silane C[Si](OCC)(C(C)C)C